C(CCC)C1=C(C(=C(C(N1)=O)S(=O)(=O)C1=CC=C(C=N1)C1=C(C(=NC=C1)F)C)O)C1=C(C=CC=C1OC)OC 6-butyl-5-(2,6-dimethoxyphenyl)-3-((2'-fluoro-3'-methyl-[3,4'-bipyridin]-6-yl)sulfonyl)-4-hydroxypyridin-2(1H)-one